6-fluoro-3-hydroxypyrazine-2-formamide dicyclohexylamine salt C1(CCCCC1)NC1CCCCC1.FC1=CN=C(C(=N1)C(=O)N)O